dihydro-2-(nitromethylene)-2H-1,3-thiazine-3(4H)-carboxaldehyde [N+](=O)([O-])C=C1SCCCN1C=O